[O-]S(=O)(=O)C(F)(F)F.[Mn+2].[O-]S(=O)(=O)C(F)(F)F manganese(II) triflate